2-(methylsulfinyl)ethyl-1H-pyrazole CS(=O)CCN1N=CC=C1